C(C)C(CC(O)O)C 3-ethylbutane-1,1-diol